CC([C@@H](C(=O)N1[C@@H]([C@H]2C([C@H]2C1)(C)C)C(=O)O)NC(=O)C1CC(N(CC1)C)=O)(C)C (1R,2S,5S)-3-[(2S)-3,3-dimethyl-2-[(1-methyl-2-oxo-piperidine-4-carbonyl)amino]butanoyl]-6,6-dimethyl-3-azabicyclo[3.1.0]hexane-2-carboxylic acid